COC1=CC2=C(C=C(O2)C(O)(C=2SC=CC2)C=2SC=CC2)C=C1 (6-methoxybenzofuran-2-yl)bis(thiophen-2-yl)methanol